(E)-3-(3-Bromo-4-fluorophenyl)-1-(4-hydroxyphenyl)prop-2-en-1-one BrC=1C=C(C=CC1F)/C=C/C(=O)C1=CC=C(C=C1)O